FC1=C(C=C(C=C1)C=CC(=O)N)C(F)(F)F 3-(4-fluoro-3-(trifluoromethyl)phenyl)acrylamide